O1CCN(CC1)CCOC(C1=C(C=CC(=C1)N(C(=O)C1=CC=2N(C=C1)N=CC2C2=CC=C(C=C2)C(NC)=O)C)Cl)=O.CN(CCC(=O)C=2C(OC1=CC(=CC(=C1C2)C)C2=CC=C(C=C2)F)=O)C 3-(3-dimethylamino-propionyl)-5-methyl-7-(4-fluorophenyl)coumarin 2-Morpholinoethyl-2-chloro-5-(N-methyl-3-(4-(methylcarbamoyl)phenyl)pyrazolo[1,5-a]pyridine-5-carboxamido)benzoate